N-(2,3-dichlorophenyl)-4-hydroxy-2-oxo-1,2,5,6-tetrahydropyridine-3-carbothioic acid amide ClC1=C(C=CC=C1Cl)NC(=S)C=1C(NCCC1O)=O